tert-butyl ((8-azaspiro[4.5]decan-1-yl)methyl)carbamate C1(CCCC12CCNCC2)CNC(OC(C)(C)C)=O